C[Si](CCOCN1C=CC2=C1N=CC(N2)=O)(C)C 5-((2-(trimethylsilyl)ethoxy)methyl)-1,5-dihydro-2H-pyrrolo[2,3-b]pyrazin-2-one